(4-(7-Fluoroquinolin-4-yl)piperazin-1-yl)(pyrrolidin-3-yl)methanone FC1=CC=C2C(=CC=NC2=C1)N1CCN(CC1)C(=O)C1CNCC1